ClC1=C2C=CNC2=CC(=C1)NC1=NC2=C(N1)C=CC(=C2)C2CCN(CC2)C(=O)OC(C)(C)C tert-butyl 4-{2-[(4-chloro-1H-indol-6-yl)amino]-1H-1,3-benzodiazol-5-yl}piperidine-1-carboxylate